C(#N)C=1C=C(C(=NC1)C=1C=C(SC1C)C(=O)NC1=CC(=CC=C1)NS(=O)(=O)C)OCC1=CC(=CC(=C1)F)F 4-(5-cyano-3-((3,5-difluorobenzyl)oxy)pyridin-2-yl)-5-methyl-N-(3-(methylsulfonamido)phenyl)thiophene-2-carboxamide